tert-butyl (R)-3-((3-amino-2-(bis(4-methoxybenzyl)-amino)pyridin-4-yl)amino)piperidine-1-carboxylate NC=1C(=NC=CC1N[C@H]1CN(CCC1)C(=O)OC(C)(C)C)N(CC1=CC=C(C=C1)OC)CC1=CC=C(C=C1)OC